N1(CCOCC1)CSCN1CCOCC1 4-{[(4-morpholinylmethyl)sulfanyl]methyl}morpholine